3-((6-(3-amino-1H-pyrazol-4-yl)-4-(1-hydroxyethyl)-1-oxoisoquinolin-2(1H)-yl)methyl)-N-methylbenzamide NC1=NNC=C1C=1C=C2C(=CN(C(C2=CC1)=O)CC=1C=C(C(=O)NC)C=CC1)C(C)O